FC=1C=C(C=C(C1OC1=CC=NC2=CC(=C(C=C12)O[C@@H](CO)C)OC)F)NC(=O)C=1C=NC=CC1OC (R)-N-(3,5-difluoro-4-([6-((1-hydroxypropan-2-yl)oxy)-7-methoxyquinolin-4-yl]oxy)phenyl)-4-methoxypyridine-3-carboxamide